2-(2-Chloro-N-(2-((5-chloro-2-(4-chloro-1H-1,2,3-triazol-1-yl)phenyl)amino)-2-oxoethyl)acetamido)-3-(1-(difluoromethyl)-1H-pyrazol-3-yl)propanoic acid methyl ester COC(C(CC1=NN(C=C1)C(F)F)N(C(CCl)=O)CC(=O)NC1=C(C=CC(=C1)Cl)N1N=NC(=C1)Cl)=O